C(C)(C)C1CCC=2N1C=C(N2)NC(C2=CC(=C(C=C2)C)C#CC=2C=NC=CC2)=O N-(5-isopropyl-6,7-dihydro-5H-pyrrolo[1,2-a]imidazol-2-yl)-4-methyl-3-[2-(3-pyridyl)ethynyl]benzamide